4-(4-fluorophenoxy)-3'-(trifluoromethyl)-[1,1'-biphenyl]-3-carboxylic acid FC1=CC=C(OC2=C(C=C(C=C2)C2=CC(=CC=C2)C(F)(F)F)C(=O)O)C=C1